4-(4-bromo-2,5-dimethylphenoxy)-2,2-dimethylbutyric acid BrC1=CC(=C(OCCC(C(=O)O)(C)C)C=C1C)C